methyl-1-((2-(trimethylsilyl)ethoxy)methyl)-1H,1'H-[3,4'-bipyrazol]-4-amine CC1=C(C(=NN1COCC[Si](C)(C)C)C=1C=NNC1)N